5-methyl-2-phenyl-1,2,4-triazolidine-3-one CC1NC(N(N1)C1=CC=CC=C1)=O